2-phenylacetic acid methyl ester COC(CC1=CC=CC=C1)=O